C(CCC)NC(=O)N1C(=NC=2C1=NC(=CC2)C=2C=NC=NC2)OC N-butyl-2-methoxy-5-(pyrimidin-5-yl)-3H-imidazo[4,5-b]pyridine-3-carboxamide